(S)-(6-(3,5-dimethylisoxazol-4-yl)-4-(3-phenylmorpholino)quinazolin-2-yl)(1,4,6,7-tetrahydro-5H-pyrazolo[4,3-c]pyridin-5-yl)methanone CC1=NOC(=C1C=1C=C2C(=NC(=NC2=CC1)C(=O)N1CC2=C(CC1)NN=C2)N2[C@H](COCC2)C2=CC=CC=C2)C